6-(1-(imidazo[1,2-a]pyridin-6-yl)ethyl)-5-methyl-2-phenyl-3-(piperidin-1-yl)pyrazolo[1,5-a]pyrimidin-7(4H)-one N=1C=CN2C1C=CC(=C2)C(C)C2=C(NC=1N(C2=O)N=C(C1N1CCCCC1)C1=CC=CC=C1)C